(4-amino-7-(1-methyl-1H-pyrazol-5-yl)-2-(pyridin-2-ylmethyl)-2H-[1,2,3]triazolo[4,5-c]pyridin-6-yl)-2-fluorobenzonitrile NC1=NC(=C(C=2C1=NN(N2)CC2=NC=CC=C2)C2=CC=NN2C)C=2C(=C(C#N)C=CC2)F